N1=C(C=CC=C1)SS[C@@H]1[C@H](COCC1)O |r| trans-(3SR,4SR)-4-(pyridin-2-yldisulfanyl)tetrahydropyran-3-ol